COCCC1(CCOCC1)N 4-(2-methoxyethyl)tetrahydro-2H-pyran-4-amine